COC(=O)C=1C=C(C2=C(N(C(=N2)C)C/C(=C/CN)/F)C1)C1=CC=C(C=C1)S(NC1CC1)(=O)=O.CC1CCN(CC1)C=O (4-methylpiperidin-1-yl)methanone methyl-(Z)-1-(4-amino-2-fluorobut-2-en-1-yl)-4-(4-(N-cyclopropylsulfamoyl)phenyl)-2-methyl-1H-benzo[d]imidazol-6-carboxylate